The molecule is a C20-gibberellin with a heteropentacyclic skeleton that incorporates a lactone moiety. It has a role as a plant metabolite. It is a C20-gibberellin, a lactone and a gibberellin monocarboxylic acid. It is a conjugate acid of a gibberellin A44(1-). C[C@@]12CCC[C@@]3([C@@H]1[C@@H]([C@]45[C@H]3CC[C@](C4)(C(=C)C5)O)C(=O)O)COC2=O